4-(4,5-dichloro-2-(4-(trifluoromethoxy)phenoxy)benzamido)benzoic acid ClC1=CC(=C(C(=O)NC2=CC=C(C(=O)O)C=C2)C=C1Cl)OC1=CC=C(C=C1)OC(F)(F)F